2-[5-[(1S)-1-[[6-chloro-8-(trifluoromethyl)quinazolin-4-yl]amino]ethyl]-1,2,4-triazol-1-yl]thiazole-5-carbonitrile ClC=1C=C2C(=NC=NC2=C(C1)C(F)(F)F)N[C@@H](C)C1=NC=NN1C=1SC(=CN1)C#N